C(C)(C)(C)OC(=O)N(C)CC=O N-tert-butoxycarbonyl-(methylamino)acetaldehyde